N1CN=CC=2N=C3N(C12)C1(C=N3)CCC(CC1)=O dihydrospiro[cyclohexane-1,8'-imidazo[1,2-e]purin]-4-one